[1,3-phenylenedi(methylene)]bis(12-hydroxystearamide) C1(=CC(=CC=C1)CC(C(=O)N)CCCCCCCCCC(CCCCCC)O)CC(C(=O)N)CCCCCCCCCC(CCCCCC)O